N-hydroxy-3-oxo-4-(3-((trifluoromethyl)thio)benzyl)-3,4-dihydro-2H-benzo[b][1,4]oxazine-6-carboxamide ONC(=O)C1=CC2=C(OCC(N2CC2=CC(=CC=C2)SC(F)(F)F)=O)C=C1